methyl 2-(2-(1-(4-(2-methylbenzamido) naphthalene-1-sulfonamido)ethyl) piperidin-1-yl)acetate CC1=C(C(=O)NC2=CC=C(C3=CC=CC=C23)S(=O)(=O)NC(C)C2N(CCCC2)CC(=O)OC)C=CC=C1